OCC[N+]1=C(N(C(=C1C)C)C)C 3-(2-hydroxyethyl)-1,2,4,5-tetramethyl-1H-imidazol-3-ium